Trans-4-decenal C(CC\C=C\CCCCC)=O